BrC=1C=C(C)C=C(C1)Br 3,5-dibromotoluene